OCCNC1=CC(=C(C=C1Cl)[N+](=O)[O-])NCCO 1,3-bis(β-hydroxyethyl)amino-4-nitro-6-chlorobenzene